4-((2S,5R)-2,5-dimethylpiperazin-1-yl)-1-(2-isopropyl-4-methylpyridin-3-yl)-7-(2-methoxy-3-methylphenyl)-2-oxo-1,2-dihydropyrido[2,3-d]pyrimidine-6-carbonitrile C[C@@H]1N(C[C@H](NC1)C)C=1C2=C(N(C(N1)=O)C=1C(=NC=CC1C)C(C)C)N=C(C(=C2)C#N)C2=C(C(=CC=C2)C)OC